CC1=C(C=CC=C1C)N1CCN(CC1)C(CN1N=C(C2=C1CCC2)C(=O)N2CC(CC2)(O)CF)=O 1-(4-(2,3-dimethylphenyl)piperazin-1-yl)-2-(3-(3-(fluoromethyl)-3-hydroxypyrrolidine-1-carbonyl)-5,6-dihydrocyclopenta[c]pyrazol-1(4H)-yl)ethanone